2,3-Di(methoxymethoxy)benzyl alcohol COCOC1=C(CO)C=CC=C1OCOC